2-oxo-2-[rac-(2R,5S)-2-(6-isoquinolyl)-5-methyl-1-piperidyl]acetamide O=C(C(=O)N)N1[C@H](CC[C@@H](C1)C)C=1C=C2C=CN=CC2=CC1 |r|